CN1C(C(=C(C2=CC=C(C=C12)OCC1OC1)N1CCC(CC1)C=1OC2=C(N1)C=C(C=C2)C)C#N)=O 1-Methyl-4-[4-(5-methyl-1,3-benzooxazol-2-yl)piperidin-1-yl]-7-{[oxiran-2-yl]methoxy}-2-oxo-1,2-dihydroquinoline-3-carbonitrile